C(C)(C)(C)OC(=O)N1C=C(C=2C1=CN=C(C2C)N2CCN(CC2)C(=O)OC(C)(C)C)C(C)C 5-(4-(tert-Butoxycarbonyl)piperazin-1-yl)-3-isopropyl-4-methyl-1H-pyrrolo[2,3-c]pyridine-1-carboxylic acid tert-butyl ester